C(C1=CC=CC=C1)OC(=O)N1CCC(=C[C@H]1C1=CC=C(C=C1)C(=O)OC)C1=NC=C(C=C1)C (S)-6'-(4-(methoxycarbonyl)phenyl)-5-methyl-3',6'-dihydro-[2,4'-bipyridine]-1'(2'H)-carboxylic acid benzyl ester